(dimethylpiperidino)silane CC1(CCN(CC1)[SiH3])C